CN1CCC(CC1)COC=1C=NC(=NC1)C1=CC(=CC=C1)C 5-{[(1-methyl-hexahydropyridine-4-yl)methyl]oxy}-2-(3-methylphenyl)pyrimidine